2-Mercaptoethanol Ytterbium-holmium [Ho].[Yb].SCCO